2,2,4,7-tetramethyl-3,4-dihydro-1H-quinoline CC1(NC2=CC(=CC=C2C(C1)C)C)C